(S)-2-(2,6-dioxopiperidin-3-yl)-5-fluoro-6-(piperazin-1-yl)isoindoline-1,3-dione hydrochloride Cl.O=C1NC(CC[C@@H]1N1C(C2=CC(=C(C=C2C1=O)F)N1CCNCC1)=O)=O